3-(1,1-dioxidothiomorpholino)-1-(4-(4-fluorophenyl)-3,4-dihydroquinoxaline-1(2H)-yl)propan-1-one O=S1(CCN(CC1)CCC(=O)N1CCN(C2=CC=CC=C12)C1=CC=C(C=C1)F)=O